6-((1R,3r,5S,6r)-6-(1-isopropyl-3-(6-(trifluoromethyl)pyridin-3-yl)-1H-pyrazol-5-yl)bicyclo[3.1.0]hexan-3-yl)-2-thia-6-azaspiro[3.4]octane 2,2-dioxide C(C)(C)N1N=C(C=C1C1[C@H]2CC(C[C@@H]12)N1CC2(CS(C2)(=O)=O)CC1)C=1C=NC(=CC1)C(F)(F)F